N-cyclopropyl-N-(2-cyclopropyl-5-methylbenzyl)-3-(difluoromethyl)-5-fluoro-1-methyl-pyrazole-4-carboxamide C1(CC1)N(C(=O)C=1C(=NN(C1F)C)C(F)F)CC1=C(C=CC(=C1)C)C1CC1